BrC=1N(N=C2C=C(C=CC12)C1=C(C=CC=C1)F)CC 3-bromo-2-ethyl-6-(2-fluorophenyl)-2H-indazole